methyl 4-(2-chloro-4-fluorophenyl)-6-((2r,3R,4r,5S)-4-(methoxycarbonyl)cuban-1-yl)-2-(thiazol-2-yl)-1,4-dihydropyrimidine-5-carboxylate ClC1=C(C=CC(=C1)F)C1N=C(NC(=C1C(=O)OC)C12C3C4C5(C3C1C5C24)C(=O)OC)C=2SC=CN2